C(C1=CC=CC=C1)(=O)O[C@H]1[C@H](N(C[C@@H]([C@H]1OC(C1=CC=CC=C1)=O)NC(C)=O)CCCCC(=O)OCC1=CC=CC=C1)COC(C1=CC=CC=C1)=O (2R,3S,4R,5S)-5-acetamido-2-((benzoyloxy)methyl)-1-(5-(benzyloxy)-5-oxopentyl)piperidine-3,4-diyl dibenzoate